N#[Ta] Tantalum Mononitride